1-amino-1-aminomethyl-2-hydroxymethylcyclohexane NC1(C(CCCC1)CO)CN